C(=O)(OC(C)(C)C)N[C@@H]([C@@H](C)CC)C(=O)O N-Bocisoleucine